CN1N=CC(=C1)C1=CC=C2C=C(N=CC2=C1)N 7-(1-methyl-1H-pyrazol-4-yl)isoquinolin-3-amine